2,4-dichloromethyl-chlorobenzene ClCC1=C(C=CC(=C1)CCl)Cl